C(C)(C)(C)OC(=O)N1CCC(CC1)C=1C(=C2CCN(C2=CC1F)C1C(NC(CC1)=O)=O)F 4-[1-(2,6-dioxo-3-piperidinyl)-4,6-difluoro-indolin-5-yl]piperidine-1-carboxylic acid tert-butyl ester